2-amino-8-(1-((3-aminophenyl)carbamoyl)cyclopropyl)-N-(2-hydroxyethyl)-N-propyl-3H-benzo[b]azepine-4-carboxamide NC=1CC(=CC2=C(N1)C=C(C=C2)C2(CC2)C(NC2=CC(=CC=C2)N)=O)C(=O)N(CCC)CCO